ClC1=C(C=C(N=N1)N[C@H]1CN(CCC1)CC)C 6-Chloro-N-[(3R)-1-ethyl-3-piperidyl]-5-methyl-pyridazin-3-amine